3-Bromo-5-(1-mesyl-1-methyl-ethyl)pyridine BrC=1C=NC=C(C1)C(C)(C)S(=O)(=O)C